2-chloro-N-(3-(2-(4-chloro-3-fluorophenoxy)acetamido)bicyclo[1.1.1]pentan-1-yl)acetamide ClCC(=O)NC12CC(C1)(C2)NC(COC2=CC(=C(C=C2)Cl)F)=O